1,3-dicyclohexylbutane C1(CCCCC1)CCC(C)C1CCCCC1